chloroallyloxyamine ClC=CCON